N-([1,1'-biphenyl]-3-yl-2',3',4',5',6'-d5)-6-(9H-carbazol-9-yl-d8)dibenzo[b,d]furan-4-amine C1(=CC(=CC=C1)NC1=CC=CC2=C1OC1=C2C=CC=C1N1C2=C(C(=C(C(=C2C=2C(=C(C(=C(C12)[2H])[2H])[2H])[2H])[2H])[2H])[2H])[2H])C1=C(C(=C(C(=C1[2H])[2H])[2H])[2H])[2H]